C(C)(C)(C)C1=NC=C(C=N1)NC(C1=CC=CC=C1)=N N-(2-tert-butyl-pyrimidin-5-yl)-benzamidine